CNS(=O)(=O)C=1SC=C(N1)C(=O)O 2-(N-methylsulfamoyl)thiazole-4-carboxylic acid